C(C1=CC=NC=C1)(=O)NC1=CC=C2C(=N1)NC=C2C2=CC=1N(C=C2)N=CC1C(=O)N[C@@H](C(F)(F)F)C (R)-5-(6-(isonicotinamido)-1H-pyrrolo[2,3-b]pyridin-3-yl)-N-(1,1,1-trifluoropropan-2-yl)pyrazolo[1,5-a]pyridine-3-carboxamide